Methyl (1S)-2',3'-difluoro-3-oxospiro[cyclohexane-1,1'-indene]-4-carboxylate FC=1[C@]2(C3=CC=CC=C3C1F)CC(C(CC2)C(=O)OC)=O